cis-1-(2-methylbenzoyl)-2-(3-fluorophenyl)piperidine-3-carboxylic acid (3-tert-butylphenyl)amide C(C)(C)(C)C=1C=C(C=CC1)NC(=O)[C@@H]1[C@@H](N(CCC1)C(C1=C(C=CC=C1)C)=O)C1=CC(=CC=C1)F